NC1=NC=2C=CC=CC2C2=C1N=C(N2CC2=C(C=CC=C2)O)CCCC ((4-amino-2-butyl-1H-imidazo[4,5-c]quinolin-1-yl)methyl)phenol